COC1=C(C=CC=C1C(F)(F)F)[C@@H]1[C@H](O[C@@]([C@H]1C)(C(F)(F)F)C)C(=O)NC1=CC(=NC=C1)C(=O)N (2S,3R,4S,5S)-4-[[3-[2-Methoxy-3-(trifluoromethyl)phenyl]-4,5-dimethyl-5-(trifluoromethyl)tetrahydrofuran-2-carbonyl]amino]pyridin-2-carboxamid